N-(5-bromo-2-methoxypyridin-3-yl)-4-Chloro-1-methyl-1H-pyrrole-2-sulfonamide BrC=1C=C(C(=NC1)OC)NS(=O)(=O)C=1N(C=C(C1)Cl)C